C(C)(C)(C)C=1CN(CCC1)C(=O)OC(C)(C)C tert-butyl 3-(tert-butyl)-5,6-dihydropyridine-1(2H)-carboxylate